C(=CCCC)C1C(CCC1)CC(=O)O 2-2'-cis-pentenyl-cyclopentane-1-acetic acid